(4-chloro-2-fluorostyryl)-N,N-diethylaniline ClC1=CC(=C(C=CC2=C(N(CC)CC)C=CC=C2)C=C1)F